tert-butyl 4-[2-[2-[2-(p-tolylsulfonyloxy)ethoxy] ethoxy]ethoxy]piperidine-1-carboxylate C1(=CC=C(C=C1)S(=O)(=O)OCCOCCOCCOC1CCN(CC1)C(=O)OC(C)(C)C)C